3-[2-(2,3-dihydroxypropylsulfanyl)phenyl]sulfanylpropane-1,2-diol OC(CSC1=C(C=CC=C1)SCC(CO)O)CO